bisepoxyethane (4-bromo-3-((5-((tert-butyl(dimethyl)silyl)oxymethyl)-2-methyl-phenoxy)methyl)phenyl)methyl-methanesulfonate BrC1=C(C=C(C=C1)CCS(=O)(=O)O)COC1=C(C=CC(=C1)CO[Si](C)(C)C(C)(C)C)C.C12C(O1)O2